N1(C=NC=C1)C1CCC(CC1)OC1=C2C=C(C=NC2=CC(=N1)N1CCOCC1)C1=CC=CC=C1 (5-(((1s,4s)-4-(1H-imidazol-1-yl)cyclohexyl)oxy)-3-phenyl-1,6-naphthyridin-7-yl)morpholine